CN(C=1C=C(C=CC1)C1=CC=C2C(CCOC2=C1)(C)NC(O[C@@H]1CN2CCC1CC2)=O)C (S)-quinuclidin-3-yl (7-(3-(dimethylamino)phenyl)-4-methylchroman-4-yl)carbamate